2-(1-(4-chloropyridin-2-yl)-1H-pyrazol-4-yl)acetonitrile ClC1=CC(=NC=C1)N1N=CC(=C1)CC#N